CN1C=NC2=C1C=CC(=C2)S(=O)(=O)N 1-methyl-1H-benzimidazole-5-sulfonamide